ClC1=C(C=C(OCC(=O)N[C@H]2[C@@H]3C[C@H]([C@H](C2)O3)NC(OC(C)(C)C)=O)C=C1)F tert-butyl ((1S,2R,4S,5R)-5-(2-(4-chloro-3-fluorophenoxy)acetamido)-7-oxabicyclo[2.2.1]heptan-2-yl)carbamate